C(C)S(=O)(=O)C=1C=C(C=CC1)C1=CN(C(C2=CC(=CC=C12)F)=O)C 4-(3-ethylsulfonylphenyl)-7-fluoro-2-methylisoquinolin-1-one